tert-butyl (6-(dimethylphosphoryl)-2-methoxypyridin-3-yl)carbamate CP(=O)(C)C1=CC=C(C(=N1)OC)NC(OC(C)(C)C)=O